OC1=CC(=C(C=C1)NC1=NNC(=C1)C=1C=C(C=CC1)NC(C)=O)C N-(3-(3-((4-hydroxy-2-methylphenyl)amino)-1H-pyrazol-5-yl)phenyl)acetamide